C1(=CC=CC=C1)C=1N=CC=2N(C1)C(=NC2)C2=CC=C(C=C2)C=O (4-(6-phenylimidazo[1,5-a]pyrazin-3-yl)phenyl)methanone